6-[5-[3-[(4-fluoro-1-methyl-6,7-dihydro-5H-cyclopenta[c]pyridin-6-yl)amino]butyl]-2-oxo-1,3-oxazolidin-3-yl]-4H-pyrazino[2,3-b][1,4]oxazin-3-one FC=1C2=C(C(=NC1)C)CC(C2)NC(CCC2CN(C(O2)=O)C2=NC1=C(OCC(N1)=O)N=C2)C